ClC1=C(C=CC(=C1)C(F)(F)F)NC(=O)C1(CCC1)N1N=CC(=C1)C1CCN(CC1)C1CC2C(CNC2)C1 N-(2-chloro-4-(trifluoromethyl)phenyl)-1-(4-(1-(octahydrocyclopenta[c]pyrrol-5-yl)piperidin-4-yl)-1H-pyrazol-1-yl)cyclobutane-1-carboxamide